Ethyl 2-(2-bromo-4-isopropyl-7-oxo-thieno[2,3-d]pyridazin-6-yl)acetate BrC1=CC2=C(C(N(N=C2C(C)C)CC(=O)OCC)=O)S1